FC1=CC=C(C=C1)S(=O)(=O)ON1C(CCC1=O)=O N-(4-fluorophenyl-sulfonyloxy)succinimide